C12C(C3CC(CC(C1)C3)C2)NCCNC(=O)C2=NN(C(=C2C)C2=CC=C(C=C2)Cl)C2=CC(=C(C=C2)C)C N-(2-((1r,3r,5r,7r)-adamantan-2-ylamino)ethyl)-5-(4-chloro-phenyl)-1-(3,4-dimethyl-phenyl)-4-methyl-1H-pyrazole-3-carboxamide